C(C)(C)(C)OC(=O)N[C@H](C(=O)OC)CC1C(NC2(COC2)C1)=O methyl (2S)-2-[(tert-butoxycarbonyl)amino]-3-{6-oxo-2-oxa-5-azaspiro[3.4]octan-7-yl}propanoate